(S)-N-(5-chloro-4-(3-phenylisoxazolidin-2-yl)-7H-pyrrolo[2,3-d]pyrimidin-2-yl)-1,2,3,4-tetrahydroisoquinolin-6-amine ClC1=CNC=2N=C(N=C(C21)N2OCC[C@H]2C2=CC=CC=C2)NC=2C=C1CCNCC1=CC2